FC1=C(C(=C(C(=C1I)F)I)F)I 1,3,5-trifluoro-2,4,6-triiodobenzene